CN1C(N(C2=NC(=NC=C12)N1CC2(CN(C2)C2=NC(=NC(=C2)C(F)(F)F)C)CC1)C1COC1)=O 7-methyl-2-(2-(2-methyl-6-(trifluoromethyl)pyrimidin-4-yl)-2,6-diazaspiro[3.4]octan-6-yl)-9-(oxetan-3-yl)-7,9-dihydro-8H-purin-8-one